(3R)-3-(8-{2-[ethyl(isopropyl)carbamoyl]-4-fluorophenyl}imidazo[1,5-a]pyridin-6-yl)pyrrolidine-1-carboxylic acid tert-butyl ester C(C)(C)(C)OC(=O)N1C[C@H](CC1)C=1C=C(C=2N(C1)C=NC2)C2=C(C=C(C=C2)F)C(N(C(C)C)CC)=O